3-Ethyl-6-phenylindazolo[3,2-a]isoquinoline C(C)C1=CC=2C=C(N3C(C2C=C1)=C1C=CC=CC1=N3)C3=CC=CC=C3